C(C)(C)(C)OC(=O)NCC1(CC1)C1=CC=C(C=C1)B(O)O 4-(1-(((tert-butoxycarbonyl)amino)methyl)cyclopropyl)phenylboronic acid